(R)-7-ethyl-1-methyl-7,8,9,10-tetrahydro-1H-[1,4]oxazepino[7,6-g]indazole dihydrochloride Cl.Cl.C(C)[C@H]1OC2=CC=C3C=NN(C3=C2CNC1)C